3-(7-chloro-5-fluoro-1H-indol-4-yl)-2-(2,6-diethylphenyl)-5-(3-fluoro-5-(1-methylethyl)pyridin-2-yl)-4,5,6,7-tetrahydro-2H-pyrazolo[4,3-c]pyridine ClC=1C=C(C(=C2C=CNC12)C=1N(N=C2C1CN(CC2)C2=NC=C(C=C2F)C(C)C)C2=C(C=CC=C2CC)CC)F